2-(benzyl(methyl)amino)-1-(3-hydroxyphenyl)ethan-1-one hydrochloride salt Cl.C(C1=CC=CC=C1)N(CC(=O)C1=CC(=CC=C1)O)C